(2'S,3S,4'S,5'R)-N-(4-carbamoyl-2-methoxyphenyl)-6-chloro-4'-(3-chloro-2-fluorophenyl)-2'-(2,2-dimethylpropyl)-5'-methyl-1,2-dihydrospiro[indole-3,3'-pyrrolidine]-5'-carboxamide C(N)(=O)C1=CC(=C(C=C1)NC(=O)[C@]1([C@@H]([C@@]2([C@@H](N1)CC(C)(C)C)CNC1=CC(=CC=C12)Cl)C1=C(C(=CC=C1)Cl)F)C)OC